4-(benzofuran-5-yl)pyridine O1C=CC2=C1C=CC(=C2)C2=CC=NC=C2